6-Bromo-3-(ethylthio)-5-fluoro-7,9-dihydrofuro[3,4-f]quinazolin-1-ol BrC=1C2=C(C3=C(N=C(N=C3C1F)SCC)O)COC2